FC1=CC=C(C=C1)NC1=C2C=CN(C2=C(C=C1)C(=O)NC1(CC1)C1=CC=C(C(=O)OC)C=C1)CC1=CC=C(C=C1)C(F)(F)F methyl 4-(1-(4-((4-fluorophenyl)amino)-1-(4-(trifluoromethyl)benzyl)-1H-indole-7-carboxamido)cyclopropyl)benzoate